C1(=CC=CC=C1)\C=C\C(CC)=O (E)-1-Phenylpent-1-en-3-one